FC1=C(C=C(C=C1)C1=NC=CC=C1C1=CC=2N(C=C1)N=CC2C(=O)NC2CCN(CC2)C)C 5-(2-(4-Fluoro-3-methylphenyl)pyridin-3-yl)-N-(1-methylpiperidin-4-yl)pyrazolo[1,5-a]pyridine-3-carboxamide